C(C)(C)(C)OC(=O)N1[C@H]2CN(C[C@@H]1CC2)C=2C1=C(N=C(N2)OC)CNCC1.C(CC)(=N)N Propaneamidine tert-butyl-(1R,5S)-3-(2-methoxy-5,6,7,8-tetrahydropyrido[3,4-d]pyrimidin-4-yl)-3,8-diazabicyclo[3.2.1]octane-8-carboxylate